N-((6-[(4-tert-butylpiperidin-1-yl)methyl]imidazo[1,2-a]pyridin-2-yl)methyl)-4-oxo-4H-pyrido[1,2-a]pyrimidine-2-carboxamide C(C)(C)(C)C1CCN(CC1)CC=1C=CC=2N(C1)C=C(N2)CNC(=O)C=2N=C1N(C(C2)=O)C=CC=C1